(rac)-[4-[2-(3-oxabicyclo[3.1.0]hexan-6-yl)-3H-imidazo[4,5-b]pyridin-7-yl]-1-piperidyl]-[4-(trifluoromethoxy)phenyl]methanone C12COCC2C1C1=NC=2C(=NC=CC2C2CCN(CC2)C(=O)C2=CC=C(C=C2)OC(F)(F)F)N1